1-[(tert-butoxy)carbonyl]-3-cyanoazetidine-3-Carboxylic acid C(C)(C)(C)OC(=O)N1CC(C1)(C(=O)O)C#N